2,3-dioleyloxyl-N,N-dimethylpropylamine C(CCCCCCC\C=C/CCCCCCCC)OC(CN(C)C)COCCCCCCCC\C=C/CCCCCCCC